N-(trifluoromethylsulfonyloxy)diphenylmaleimide FC(S(=O)(=O)ON1C(C(=C(C1=O)C1=CC=CC=C1)C1=CC=CC=C1)=O)(F)F